C1(CC1)C(=O)N[C@H](C(=O)N1[C@@H]([C@H]2C([C@H]2C1)(C)C)C(=O)O)[C@@H](CC)C (1R,2S,5S)-3-[(2S,3R)-2-(cyclopropanecarbonylamino)-3-methyl-pentanoyl]-6,6-dimethyl-3-azabicyclo[3.1.0]hexane-2-carboxylic acid